ethyltrifluorosilane C(C)[Si](F)(F)F